4-methyl-N-((4-nitrophenethyl)carbamoyl)benzene-sulfonamide CC1=CC=C(C=C1)S(=O)(=O)NC(NCCC1=CC=C(C=C1)[N+](=O)[O-])=O